2-(cis-2-(3-bromophenyl)cyclopentyl)isoindoline-1,3-dione BrC=1C=C(C=CC1)[C@@H]1[C@@H](CCC1)N1C(C2=CC=CC=C2C1=O)=O